(S*)-N7-methyl-N5-(2-(1-methyl-1H-pyrazol-4-yl)ethyl)-3-phenyl-2,3-dihydrobenzofuran-5,7-dicarboxamide CNC(=O)C1=CC(=CC=2[C@@H](COC21)C2=CC=CC=C2)C(=O)NCCC=2C=NN(C2)C |o1:9|